2-(4,4-difluorocyclohexyl)-1-[(2R,4R)-2-methyltetrahydro-2H-pyran-4-yl]-1H-imidazo[4,5-c]quinoline-8-carbonitrile FC1(CCC(CC1)C=1N(C2=C(C=NC=3C=CC(=CC23)C#N)N1)[C@H]1C[C@H](OCC1)C)F